N-(2-bromo-3-methoxyphenyl)-1-isopropyl-1,2,3-benzotriazole-5-carboxamide BrC1=C(C=CC=C1OC)NC(=O)C1=CC2=C(N(N=N2)C(C)C)C=C1